calcium Zinc bisphosphate P(=O)([O-])([O-])[O-].P(=O)([O-])(O)O.[Zn+2].[Ca+2]